ClC1=CC=C2C(=N1)\C(\CC2)=N\OC (7E)-2-chloro-N-methoxy-5H,6H-cyclopenta[b]pyridin-7-imine